2-((4-(6-nitro-1-(tetrahydro-2H-pyran-2-yl)-1H-indazol-4-yl)-1H-1,2,3-Triazol-1-yl)methyl)imidazo[1,2-a]pyridine-6-carbaldehyde [N+](=O)([O-])C1=CC(=C2C=NN(C2=C1)C1OCCCC1)C=1N=NN(C1)CC=1N=C2N(C=C(C=C2)C=O)C1